2-Methyl-5-(4-methylpiperazin-1-yl)-N-[(1R)-1-(2-thienyl)ethyl]benzamide hydrochloride salt Cl.CC1=C(C(=O)N[C@H](C)C=2SC=CC2)C=C(C=C1)N1CCN(CC1)C